CC(C)(C)OC(=O)N1CC=C[C@H]1C(=O)O boc-3,4-dehydro-L-proline